ethyl 3-[5-(5-acetyl-3-chloro-2-pyridyl)-2-chloro-4-fluoro-phenyl]-5-methyl-4H-isoxazole-5-carboxylate C(C)(=O)C=1C=C(C(=NC1)C=1C(=CC(=C(C1)C1=NOC(C1)(C(=O)OCC)C)Cl)F)Cl